OC=1C=C2CCC(N(C2=CC1)[C@@H]1C[C@@H](C1)O)=O 6-hydroxy-1-[(cis)-3-hydroxycyclobutyl]-1,2,3,4-tetrahydroquinolin-2-one